ClC=1C=C2C=C(N=CC2=C(N1)Cl)NC(=O)C1C(C1C=1C=NN(C1)C)C N-(6,8-dichloro-2,7-naphthyridin-3-yl)-2-methyl-3-(1-methyl-1H-pyrazol-4-yl)cyclopropane-1-carboxamide